N-(5-cyano-6-(2H-1,2,3-triazol-2-yl)pyridin-3-yl)-1-(2-cycloPropylphenyl)-5-(trifluoromethyl)1H-pyrazole-4-carboxamide C(#N)C=1C=C(C=NC1N1N=CC=N1)NC(=O)C=1C=NN(C1C(F)(F)F)C1=C(C=CC=C1)C1CC1